C([C@@H]1[C@H]([C@@H]([C@@](C(O1)O)(O)S)O)O)O β-thioglucose